N1C(CCC2=CC=CN=C12)=O 3,4-DIHYDRO-1,8-NAPHThYRIDIN-2(1H)-ONE